[1-(1-benzothiophen-5-yl)propan-2-yl](ethyl)amine S1C=CC2=C1C=CC(=C2)CC(C)NCC